FC=1C=C(C=CC1S(=O)(=O)C)NC1=NC=C(C(=N1)N[C@H](CO)C1=CC=CC=C1)C(=O)O 2-{[3-fluoro-4-(methylsulfonyl)phenyl]amino}-4-{[(1S)-2-hydroxy-1-phenylethyl]-amino}pyrimidine-5-carboxylic acid